[C@]12(C=CC3=CC(=CC=C13)O)C=CC1=CC=C(C=C12)O r-spirobi[indene]-5,6'-diol